BrC1=NN(C(=C1)C(=O)NC1=C(C=C(C=C1C(=O)NC)Cl)C)C1=NC=CC=C1Cl 3-bromo-N-[4-chloro-2-methyl-6-[(methylamino)carbonyl]phenyl]-1-(3-chloro-2-pyridinyl)-1H-pyrazole-5-carboxylic acid amide